CN1C(C(=C(C=C1)[O-])NC(N[C@@H](CC(=O)[O-])C=1C=C(C(=CC1)F)C1=C(C=CC=C1F)F)=O)=O.[Na+].[Na+] Natrium (S)-3-(3-(1-Methyl-4-oxido-2-oxo-1,2-dihydropyridin-3-yl)ureido)-3-(2',6,6'-trifluorobiphenyl-3-yl)propanoat